N1(CCC=2C1=CN=CC2)CC=2C=C(C=C1C(C=C(OC21)N2CCOCC2)=O)C(=O)N(C)C 8-((2,3-dihydro-1H-pyrrolo[2,3-c]pyridin-1-yl)methyl)-N,N-dimethyl-2-morpholino-4-oxo-4H-chromene-6-carboxamide